ClC1=C2C(=CN=C1N1CCN(CC1)CCS(=O)(=O)C)NC(=C2C(C)C)C=2C=C(C=1N(C2)N=CN1)OC 6-(4-chloro-3-isopropyl-5-(4-(2-(methylsulfonyl)ethyl)piperazin-1-yl)-1H-pyrrolo[2,3-c]pyridin-2-yl)-8-methoxy-[1,2,4]triazolo[1,5-a]pyridine